C(CC)[Bi](=O)(CCC)CCC tripropyl-λ5-bismuthanone